5-cyclopropyl-1-(toluene-4-sulfonyl)-1H-pyrrol-3-sulfonyl chloride C1(CC1)C1=CC(=CN1S(=O)(=O)C1=CC=C(C)C=C1)S(=O)(=O)Cl